1-(3-(3-nitrophenyl)acryloyl)piperidin-2-one [N+](=O)([O-])C=1C=C(C=CC1)C=CC(=O)N1C(CCCC1)=O